O1N=CC1 oxazetin